1-(4'-dimethylsilylphenyl)ethene C[SiH](C1=CC=C(C=C1)C=C)C